tert-butyl methyl(5-(trifluoromethyl)-2-((4-(1,2,2-trimethyl-2,3-dihydro-1H-pyrrolo[2,3-c]pyridin-5-yl)thiazol-2-yl)amino)pyridin-3-yl)carbamate CN(C(OC(C)(C)C)=O)C=1C(=NC=C(C1)C(F)(F)F)NC=1SC=C(N1)C=1C=C2C(=CN1)N(C(C2)(C)C)C